(2S)-2-[[(9H-fluoren-9-ylmethoxy)carbonyl]amino]-5-heptenoic acid C1=CC=CC=2C3=CC=CC=C3C(C12)COC(=O)N[C@H](C(=O)O)CCC=CC